BrC=1C(=NC(=NC1)Cl)NC(C)C1CC1 5-Bromo-2-chloro-N-(1-cyclopropylethyl)pyrimidin-4-amine